IC=1C=NN(C1C)CC1=C(C=CC=C1)OCCOC 4-iodo-1-(2-(2-methoxyethoxy)benzyl)-5-methyl-1H-pyrazole